N-[6-(5-chloro-2-fluorophenyl)pyridazin-4-yl]-7-(piperidin-4-yloxy)quinolin-4-amine ClC=1C=CC(=C(C1)C1=CC(=CN=N1)NC1=CC=NC2=CC(=CC=C12)OC1CCNCC1)F